tert-butyl (2'R,4R)-2,2'-dimethylspiro[6,7-dihydrothieno[3,2-c]pyran-4,4'-piperidine]-1'-carboxylate CC1=CC2=C(CCO[C@]23C[C@H](N(CC3)C(=O)OC(C)(C)C)C)S1